6-(2,4-dimethoxypyrimidin-5-yl)-8-[(1S,2S)-2-(5-fluoro-3-pyridyl)cyclopropyl]imidazo[1,2-b]pyridazine COC1=NC=C(C(=N1)OC)C=1C=C(C=2N(N1)C=CN2)[C@@H]2[C@H](C2)C=2C=NC=C(C2)F